hexane-diol di-acrylate C(C=C)(=O)OC(CCCCC)OC(C=C)=O